6-(5-bromo-1,3-benzothiazol-2-yl)-1-methyl-piperazin-2-one BrC=1C=CC2=C(N=C(S2)C2CNCC(N2C)=O)C1